1-(4-fluoro-3-isopropyl-2-(8-methoxy-[1,2,4]triazolo[1,5-a]pyridin-6-yl)-1H-pyrrolo[2,3-c]pyridin-5-yl)-N-methylpiperidin-4-amine FC1=C2C(=CN=C1N1CCC(CC1)NC)NC(=C2C(C)C)C=2C=C(C=1N(C2)N=CN1)OC